Nω-((2,2,4,6,7-pentamethyl-2,3-dihydrobenzofuran-5-yl)sulfonyl)arginyl aspartate N[C@@H](CC(=O)[O-])C(=O)OC([C@@H](N)CCCNC(NS(=O)(=O)C=1C(=C(C2=C(CC(O2)(C)C)C1C)C)C)=N)=O